C1(CC1)CN1C(=NN=C1)C=1C=C(C=CC1)C1=NC=C2N1C1=C(OC2)C=C(C(=C1)C(=O)N)F (3-(4-(cyclopropylmethyl)-4H-1,2,4-triazol-3-yl)phenyl)-7-fluoro-4H-benzo[b]imidazo[1,5-d][1,4]oxazine-8-carboxamide